C(C)OC(C(=O)C1C(C(CN(C1)C(=O)OC(C)(C)C)(C)C)=O)=O tert-butyl 5-(2-ethoxy-2-oxoacetyl)-3,3-dimethyl-4-oxopiperidine-1-carboxylate